FC1=CC=C(C(=O)OC=2C=C3C=CNC3=CC2)C=C1 1H-indol-5-yl 4-fluorobenzoate